N1=NC=C(C(=C1)C(=O)O)C(=O)O pyridazine-4,5-dicarboxylic acid